2-[4-(2-Aminoethyl)Piperazin-1-yl]-N-(4-{[6-(5-Chloro-2-Fluorophenyl)-3-Methylpyridazin-4-yl]Amino}Pyridin-2-yl)Acetamid NCCN1CCN(CC1)CC(=O)NC1=NC=CC(=C1)NC1=C(N=NC(=C1)C1=C(C=CC(=C1)Cl)F)C